2,4-bis(p-aminobenzyl)aniline C1=CC(=CC=C1CC2=CC(=C(C=C2)N)CC3=CC=C(C=C3)N)N